C(C=1C(C(=O)OCCCCCC)=CC=CC1)(=O)OCCCCCC di(n-hexyl) phthalate